4'-((2R,5S)-4-acryloyl-5-methylmorpholin-2-yl)-6'-chloro-N,6-dimethyl-[2,2'-bipyridine]-4-carboxamide C(C=C)(=O)N1C[C@H](OC[C@@H]1C)C1=CC(=NC(=C1)Cl)C1=NC(=CC(=C1)C(=O)NC)C